2-(5-chloro-1H-indol-3-yl)-N-(3,4,5-trimethoxyphenyl)acetamide ClC=1C=C2C(=CNC2=CC1)CC(=O)NC1=CC(=C(C(=C1)OC)OC)OC